CN(CCCN[C@H]1[C@H](OC2=CC(=CC(=C2C1=O)O)O)C1=CC(=C(C(=C1)O)O)O)C (2R,3S)-3-((3-(dimethylamino)propyl)amino)-5,7-dihydroxy-2-(3,4,5-trihydroxyphenyl)chroman-4-one